(2E,2'E)-2,2'-(3-(2-((tert-butyldiphenylsilyl)oxy)ethyl)cyclopentane-1,2-diylidene)bis(N-ethylhydrazine-1-carbothioamide) [Si](C1=CC=CC=C1)(C1=CC=CC=C1)(C(C)(C)C)OCCC1\C(\C(\CC1)=N\NC(NCC)=S)=N/NC(NCC)=S